bis-(N,N-diethyl-aminoethyl)-adipate C(C)N(CC)CCOC(CCCCC(=O)OCCN(CC)CC)=O